3-{[1-(4-chloro-3-fluorophenyl)-3-methyl-1H-1,2,4-triazol-5-yl]methyl}-1-{[1-(5-fluoroquinolin-7-yl)-1H-1,2,4-triazol-5-yl]methyl}urea ClC1=C(C=C(C=C1)N1N=C(N=C1CNC(NCC1=NC=NN1C1=CC(=C2C=CC=NC2=C1)F)=O)C)F